C1C=C(CN2CCC3=C(C12)NC1=CC=CC=C13)C(=O)[O-] 1,4,6,7,12,12b-hexahydroindolo[2,3-a]quinolizine-3-carboxylate